C(C)OC=1C=CC(=NC1)C=1N(C(=NN1)C1CC(C1)NC(=O)C1=NC2=CC=CN=C2C=C1)C1=CC=NC=C1 N-((1r,3r)-3-(5-(5-ethoxypyridin-2-yl)-4-(pyridin-4-yl)-4H-1,2,4-triazol-3-yl)cyclobutyl)-1,5-naphthyridine-2-carboxamide